CC1([C@H](C[C@H]1N1C2CN(CC1CC2)C=2C=1N(N=CC2)C=C(C1)C=1C=NN(C1)C)C#N)C (1s,3r)-2,2-dimethyl-3-(3-(6-(1-methyl-1H-pyrazol-4-yl)pyrrolo[1,2-b]pyridazin-4-yl)-3,8-diazabicyclo[3.2.1]oct-8-yl)cyclobutane-1-carbonitrile